6-phenyl-3,4-dihydroisoquinolin-1(2H)-one C1(=CC=CC=C1)C=1C=C2CCNC(C2=CC1)=O